FC=1C=NC(=NC1)[C@]12CC[C@@H](C[C@@H]2C1)OC[C@@H]1N([C@@H](C[C@@H]1NS(=O)(=O)C(C)C)C)C(=O)OC methyl (2R,3S,5R)-2-((((1S,3S,6R)-6-(5-fluoropyrimidin-2-yl)bicyclo[4.1.0]heptan-3-yl)oxy)methyl)-5-methyl-3-((1-methylethyl)sulfonamido)pyrrolidine-1-carboxylate